C(C)(C)C1=C(C=CC=C1)[C@H]1N(CCN(C1)C)C1CC2(C1)CCNCC2 |o1:9| (R or S)-2-(2-(2-isopropylphenyl)-4-methylpiperazin-1-yl)-7-azaspiro[3.5]nonane